(2r,5s)-3-(3-amino-5-chlorophenyl-ethyl)-2-(1-(4-bromophenyl)-3-(4-fluorophenyl)-1H-pyrazol-4-yl)-5-methyl-oxazolidin-4-one ethyl-4-ethyl-3-oxo-1-azabicyclo[2.2.2]octane-2-carboxylate C(C)OC(=O)C1N2CCC(C1=O)(CC2)CC.NC=2C=C(C=C(C2)Cl)CCN2[C@H](O[C@H](C2=O)C)C=2C(=NN(C2)C2=CC=C(C=C2)Br)C2=CC=C(C=C2)F